NC=1C2=C(N=CN1)N(C=C2)[C@H]2[C@@H]([C@@H]([C@H](C2)C2=CC=CC=C2)O)O (1R,2S,3R,5R)-3-(4-amino-7H-pyrrolo[2,3-d]pyrimidin-7-yl)-5-phenylcyclopentane-1,2-diol